tertbutyl (2R,3R)-3-((7-chloro-8-fluoro-2-(((2R,7aS)-2-fluorotetrahydro-1H-pyrrolizin-7a(5H)-yl)methoxy)pyrido[4,3-d]pyrimidin-4-yl)oxy)-2-methylpyrrolidine-1-carboxylate ClC1=C(C=2N=C(N=C(C2C=N1)O[C@H]1[C@H](N(CC1)C(=O)OC(C)(C)C)C)OC[C@]12CCCN2C[C@@H](C1)F)F